1-[4-(cyanomethyl)-1-[[4-(2-fluorophenyl)phenyl]methyl]-4-piperidyl]-3-(cyclopropanecarbonylamino)pyrazole-4-carboxamide C(#N)CC1(CCN(CC1)CC1=CC=C(C=C1)C1=C(C=CC=C1)F)N1N=C(C(=C1)C(=O)N)NC(=O)C1CC1